(S)-N-{(S)-1-[2-(6-cyanobenzo[d]isoxazol-3-yl)phenyl]-2-(6-methylpyridine-2-yl)ethyl}-2-methylpropane-2-sulfinamide C(#N)C1=CC2=C(C(=NO2)C2=C(C=CC=C2)[C@H](CC2=NC(=CC=C2)C)N[S@@](=O)C(C)(C)C)C=C1